O[C@@]1(C(N(CC1)C)=O)C1=CC(=NO1)C=1C=C(C=CC1)C=1SC(=C(N1)C(=O)N)NC=1C=NN(C1)C (R)-2-(3-(5-(3-Hydroxy-1-methyl-2-oxopyrrolidin-3-yl)isoxazol-3-yl)phenyl)-5-((1-methyl-1H-pyrazol-4-yl)amino)thiazole-4-carboxamide